ClC=1C=CC(=C(C1)[C@H](CCN(C(C(=O)O)C=1C=NC=C(C1C1CCC(CC1)OC(F)(F)F)C)C)CCN1CC(CC1)(C)C)C 2-(((S)-3-(5-chloro-2-methylphenyl)-5-(3,3-dimethylpyrrolidin-1-yl)pentyl)(methyl)amino)-2-(5-methyl-4-((1r,4S)-4-(trifluoromethoxy)cyclohexyl)pyridin-3-yl)acetic acid